N-{8-fluoro-2-methylimidazo[1,2-a]pyridin-6-yl}-2-(oxetan-3-ylmethyl)-4-(piperazin-1-yl)indazole-7-carboxamide FC=1C=2N(C=C(C1)NC(=O)C1=CC=C(C3=CN(N=C13)CC1COC1)N1CCNCC1)C=C(N2)C